BrC1=C(C=C(C=C1F)C=1N=NN(C1)[C@@H]1[C@H]([C@@H](O[C@H]2[C@@H]1OC(OC2)(C)C)C(=O)O)O)F (4aR,6R,7R,8R,8aR)-8-(4-(4-bromo-3,5-difluorophenyl)-1H-1,2,3-triazol-1-yl)-7-hydroxy-2,2-dimethylhexahydropyrano[3,2-d][1,3]dioxine-6-carboxylic acid